Ethyl-(2S)-2-[4-chloro-2-(4-butoxy-4,5-dihydroisoxazol-3-yl)phenoxy]-3-cyclopropylpropanoat C(C)OC([C@H](CC1CC1)OC1=C(C=C(C=C1)Cl)C1=NOCC1OCCCC)=O